(2S,3R)-p-methylsulfonylphenyl-serine ethyl ester hydrochloride Cl.C(C)OC([C@@H](NC1=CC=C(C=C1)S(=O)(=O)C)CO)=O